C(C)(C)(C)OC(=O)N[C@H](C(=O)OCC)CC1=CC=C(C=C1)C=C ethyl (2S)-2-[(tert-butoxycarbonyl)amino]-3-(4-ethenylphenyl)propanoate